CC(C(C(=O)N)(CCO)C)CCCCCCCCCCCCCCC dimethyl-hydroxyethyl-stearamide